CC1=CC=C(C(=N1)C(=O)O)N1N=CN=C1 6-methyl-3-(1,2,4-triazol-1-yl)pyridine-2-carboxylic acid